16-((tert-butyldiphenylsilyl)oxy)hexadec-1-en-8-one [Si](C1=CC=CC=C1)(C1=CC=CC=C1)(C(C)(C)C)OCCCCCCCCC(CCCCCC=C)=O